1-(4-{[(1R)-1-{3-[1,1-difluoro-2-hydroxy(2H2)ethyl]-2-fluorophenyl}ethyl]amino}-2-methylpyrido[3,4-d]pyrimidin-6-yl)-1lambda5-phospholan-1-one FC(C(O)([2H])[2H])(F)C=1C(=C(C=CC1)[C@@H](C)NC=1C2=C(N=C(N1)C)C=NC(=C2)P2(CCCC2)=O)F